1,4-di(4'-aminophenoxy)benzene ethyl-2-oxo-2-(o-tolylamino)acetate C(C)OC(C(NC1=C(C=CC=C1)C)=O)=O.NC1=CC=C(OC2=CC=C(C=C2)OC2=CC=C(C=C2)N)C=C1